FC1(CN(CCC1N1C=C(C2=CC=CC=C12)C(C(=O)OC)=O)C(=O)OC(C)(C)C)F tert-butyl 3,3-difluoro-4-[3-(2-methoxy-2-oxoacetyl)indol-1-yl]piperidine-1-carboxylate